C(C1=CC=CC=C1)(=O)NC=1C=CC2=C(C(=CO2)C2CCN3CCCC3C2)C1 5-benzoylamino-3-(octahydroindolizin-7-yl)-benzofuran